FC1=CC=C(C=C1)[C@H]1C[C@H](N(C1)C(=O)OC(C)(C)C)CO tert-butyl (2S,4R)-4-(4-fluorophenyl)-2-(hydroxymethyl)pyrrolidine-1-carboxylate